1-cyclohexyl-N-((7-(5-(difluoromethyl)-1,3,4-oxadiazol-2-yl)imidazo[1,2-a]pyridin-2-yl)methyl)-N-(3-fluorophenyl)piperidine-4-carboxamide C1(CCCCC1)N1CCC(CC1)C(=O)N(C1=CC(=CC=C1)F)CC=1N=C2N(C=CC(=C2)C=2OC(=NN2)C(F)F)C1